FC1=C2C=NNC2=CC=C1C1=C(N=C2N1C=C(N=C2)C2=CC(=CC=C2)C(C(F)(F)F)(F)F)C(F)(F)F 4-fluoro-5-{2-trifluoromethyl-6-[3-(pentafluoroethyl)phenyl]imidazo[1,2-a]pyrazin-3-yl}-1H-indazole